ClC1=NC=CC(=C1)N1CC2CCC(C1)C2NC2=NN1C(C(=CC=C1OCC(F)(F)F)C(C)C)=N2 N-((8endo)-3-(2-chloropyridin-4-yl)-3-azabicyclo[3.2.1]octan-8-yl)-8-isopropyl-5-(2,2,2-trifluoroethoxy)-[1,2,4]triazolo[1,5-a]pyridin-2-amine